4-(6-((4-chloro-2-fluorobenzyl)oxy)-5-fluoropyridine-2-yl)oxypiperidine-1-carboxylic acid tert-butyl ester C(C)(C)(C)OC(=O)N1CCC(CC1)OC1=NC(=C(C=C1)F)OCC1=C(C=C(C=C1)Cl)F